COC(=O)C1(CC(C1)C)C1=CC(=CC(=C1)[N+](=O)[O-])F 1-(3-fluoro-5-nitrophenyl)-3-methylcyclobutane-1-carboxylic acid methyl ester